CC1=NC2=C(N1)C(=CC=C2)C(=O)NC2CCC(CC2)NC2=CC=CC=1N2C=C(N1)C(F)(F)F 2-methyl-N-[(1s,4s)-4-{[2-(trifluoromethyl)imidazo[1,2-a]pyridin-5-yl]amino}cyclohexyl]-1H-1,3-benzodiazole-7-carboxamide